methyl 3-methyl-[1,2,3]triazolo[1,5-a]pyridine-6-carboxylate CC=1N=NN2C1C=CC(=C2)C(=O)OC